COC=1C(=C2C=CN(C2=CC1)S(=O)(=O)C1=CC=CC=C1)[N+](=O)[O-] 5-methoxy-4-nitro-1-(phenylsulfonyl)-1H-indole